C(#N)C1=C(C=CC(=N1)C(=O)NC)N1CCN(CC1)CC1=CC=2NC(N(C(C2S1)=O)CC)=O 6-cyano-5-(4-((3-ethyl-2,4-dioxo-1,2,3,4-tetrahydrothieno[3,2-d]pyrimidin-6-yl)methyl)piperazin-1-yl)-N-methylpicolinamide